2-amino-6-bromo-1-(3-methoxy-2,6-dimethylphenyl)-5-methyl-1H-pyrrole NC=1N(C(=CC1)C)C1C(=C(C=CC1(C)Br)OC)C